OC1(C(NC2=CC=CC=C12)=O)C1=NC=CC=C1 3-hydroxy-3-(pyridin-2-yl)indol-2-one